COC(=O)C1(CC(C1)(F)F)NC(N(CCC#CC1=CC=NC=C1)[C@H](C)C1=CC(=C(C(=C1)OCC)C)OCC)=O.OC1(CCCCC1)C1C(CCCC1)=O 2-(1-hydroxycyclohexyl)cyclohexane-1-one methyl-1-({[(1R)-1-(3,5-diethoxy-4-methylphenyl)ethyl][4-(pyridin-4-yl)but-3-yn-1-yl]carbamoyl}amino)-3,3-difluorocyclobutane-1-carboxylate